N,N-bis(pentafluoropropionyloxypropyl)amine FC(C(=O)OCCCNCCCOC(C(C(F)(F)F)(F)F)=O)(C(F)(F)F)F